9-(6-(ethyl(2-(1-ethyl-1H-indol-3-yl)ethyl)amino)pyridin-3-yl)-6,7-dimethoxynaphtho[2,3-c]furan-1(3H)-one C(C)N(C1=CC=C(C=N1)C1=C2C=C(C(=CC2=CC2=C1C(OC2)=O)OC)OC)CCC2=CN(C1=CC=CC=C21)CC